(((2,2-difluorobut-3-yn-1-yl)oxy)methyl)benzene FC(COCC1=CC=CC=C1)(C#C)F